C(C)N(CC)[N+](=N[O-])[O-] 2-(N,N-diethylamino)-diazenolate-2-oxide